C(#N)C1(CC1)C1=CC2=C(N=CN=C2N[C@H](C)C=2C=C(C=CC2)C(C2CCN(CC2)C(=O)OC(C)(C)C)(F)F)N=C1OCCCCC=C tert-butyl (R)-4-((3-(1-((6-(1-cyanocyclopropyl)-7-(hex-5-en-1-yloxy)pyrido[2,3-d]pyrimidin-4-yl)amino)ethyl)phenyl)difluoromethyl)piperidine-1-carboxylate